N1(N=CN=C1)CCN1C=C(C=2C1=NC(=CC2)C(=O)O)C2=CC(=C(C=C2)Cl)F 1-(2-(1H-1,2,4-triazol-1-yl)ethyl)-3-(4-chloro-3-fluorophenyl)-1H-pyrrolo[2,3-b]pyridine-6-carboxylic acid